N[C@@H](C(=O)NCC(=O)N(CC(NC=1SC2=C(N1)C=CC(=C2)OC(F)(F)F)=O)C)CO (R)-2-amino-3-hydroxy-N-(2-(methyl-(2-oxo-2-((6-(trifluoromethoxy)benzo[d]thiazol-2-yl)amino)ethyl)amino)-2-oxoethyl)propanamide